NC1=C(C2=C(C(N1C1=C(C(=CC=C1C)O)C)=O)SC(=N2)SC)C(=O)N (R)-6-amino-5-(3-hydroxy-2,6-dimethylphenyl)-2-(methylthio)-4-oxo-4,5-dihydrothiazolo[5,4-c]pyridine-7-carboxamide